OC1=C(C(=C(C(=O)[O-])C=C1)O)O.[K+] potassium trihydroxybenzoate